ClC1=CC=C(CNC(=O)C2=NN(C=3C(N(CCC32)CC3(CC3)S(=O)(=O)C3CC3)=O)CCO)C=C1 N-(4-Chlorobenzyl)-6-((1-(cyclopropylsulfonyl)cyclopropyl)methyl)-1-(2-hydroxyethyl)-7-oxo-4,5,6,7-tetrahydro-1H-pyrazolo[3,4-c]pyridine-3-carboxamide